ClC=1C(=CC(=NC1)N1[C@@H](C2=C(N=C(N=C2)NC(CC)=O)CC1)C)C1=NC=C(C=C1C)C (R)-N-(6-(5'-chloro-3,5-dimethyl-[2,4'-bipyridine]-2'-yl)-5-methyl-5,6,7,8-tetrahydropyrido[4,3-d]pyrimidin-2-yl)propionamide